O1C2(OCC1)CCOC1=C2C=CC(=C1)C(=O)NN 2,3-dihydrospiro[1-benzopyran-4,2'-[1,3]dioxolane]-7-carbohydrazide